ClC=1C(=C(C#N)C=C(C1)N1N=C2N(C1=O)[C@@H](CC2)C2=CC=CC=C2)F 3-chloro-2-fluoro-5-[(5S)-3-oxo-5-phenyl-6,7-dihydro-3H-pyrrolo[2,1-c][1,2,4]triazol-2(5H)-yl]benzonitrile